5-chloro-2-fluoro-4-(pyridin-4-yl)aniline tert-Butyl-4-((1r,3r)-3-(3-hydroxyprop-1-yn-1-yl)cyclobutoxy)piperidine-1-carboxylate C(C)(C)(C)OC(=O)N1CCC(CC1)OC1CC(C1)C#CCO.ClC=1C(=CC(=C(N)C1)F)C1=CC=NC=C1